5-methyl-1,3-dihydrobenzimidazol-2-one CC1=CC2=C(NC(N2)=O)C=C1